1-[5-(azetidin-3-yl)-2-pyridinyl]-3-(trifluoromethyl)pyrrolidin-3-ol N1CC(C1)C=1C=CC(=NC1)N1CC(CC1)(O)C(F)(F)F